4-[(Azetidin-3-ylmethylamino)methyl]-1-[4-[4-[6-chloro-4-(trifluoromethyl)-2-pyridyl]piperazin-1-yl]sulfonylphenyl]pyrrolidin-2-one N1CC(C1)CNCC1CC(N(C1)C1=CC=C(C=C1)S(=O)(=O)N1CCN(CC1)C1=NC(=CC(=C1)C(F)(F)F)Cl)=O